BrC=1C=C(C(=CC1)N[C@@H]1CN(CC1)C)N (S)-4-bromo-N1-(1-methylpyrrolidin-3-yl)benzene-1,2-diamine